O1CC(C1)NC1CNCC1 N-(oxetan-3-yl)pyrrolidin-3-amine